FC(C(CNCC1=CC=C2C(=N1)N=CN2COCC[Si](C)(C)C)N)(F)F 3,3,3-Trifluoro-N1-((1-((2-(trimethylsilyl)ethoxy)methyl)-1H-imidazo[4,5-b]pyridin-5-yl)methyl)propane-1,2-diamine